C(C)(C)(C)OC(=O)N1CCCC2=CC=C(N=C12)CCCCC(CO)CO 7-(6-hydroxy-5-(hydroxymethyl)hexyl)-3,4-dihydro-1,8-naphthyridine-1(2H)-carboxylic acid tert-butyl ester